2-(3,5-Difluoropyridin-2-yl)-6,6-dimethyl-3-(1H-pyrazolo[3,4-b]pyridin-4-yl)-6,7-dihydro-4H-pyrazolo[5,1-c][1,4]oxazine FC=1C(=NC=C(C1)F)C1=NN2C(COC(C2)(C)C)=C1C1=C2C(=NC=C1)NN=C2